methyl (R)-4-(2-((R)-1,2-difluoroethyl)-3-fluorophenyl)-2-(fluoromethyl)-5-oxo-4,5,6,7-tetrahydro-1H-cyclopenta[b]pyridine-3-carboxylate F[C@@H](CF)C1=C(C=CC=C1F)[C@@H]1C2=C(NC(=C1C(=O)OC)CF)CCC2=O